O=C1NC(CC[C@@H]1N1C(C2=CC=CC(=C2C1=O)NC=1C=C2C=NN(C2=CC1C1=CC(=NC=C1)C)[C@H]1COCC1)=O)=O 2-((S)-2,6-dioxopiperidin-3-yl)-4-((6-(2-methylpyridin-4-yl)-1-((R)-tetrahydrofuran-3-yl)-1H-indazol-5-yl)amino)isoindoline-1,3-dione